NC1=NC=C2C(=N1)N(C(N(C2)C2=C(C=CC=C2C)F)=O)[C@H]2CN(CCC2)C 7-Amino-3-(2-fluoro-6-methyl-phenyl)-1-[(3R)-1-methyl-3-piperidyl]-4H-pyrimido[4,5-d]pyrimidin-2-one